C(C=C)(=O)OCCCCOC(=O)C1=C(C(C(=O)[O-])=CC=C1)C(=O)[O-] acryloyloxybutyloxycarbonylphthalate